C1CCC=CC1 cis-4-Cyclohexene